BrC=1C(=C(C(=O)O)C=CC1)I 3-bromo-2-iodo-benzoic acid